NC(C1=CC=CC=C1)SC(C1=CC=CC=C1)N aminobenzyl thioether